P(=O)([O-])(O)O.[Na+] monosodium phosphate